ClC1=C(C(=CC=C1)Cl)C(C)N1N=CC(=C1)C#CC1=NOC(=C1)C1=NC=CN=C1 3-((1-(1-(2,6-dichlorophenyl)ethyl)-1H-pyrazol-4-yl)ethynyl)-5-(pyrazin-2-yl)isoxazole